COC1=CC=C(C=C1)[C@@H]1CCN(CCC1)C1=C(C(N(C2=CC=CC=C12)C)=O)C#N 4-[(4S)-4-(4-methoxyphenyl)azepan-1-yl]-1-methyl-2-oxo-1,2-dihydroquinoline-3-carbonitrile